ClC1=C(N=C2N(C1=O)C=C(N=C2C2=CC=C(C#N)C=C2)[C@@H]2C[C@H](OCC2)C=2C=NN(C2)C)C 4-(3-chloro-2-methyl-7-((2S,4S)-2-(1-methyl-1H-pyrazol-4-yl)tetrahydro-2H-pyran-4-yl)-4-oxo-4H-pyrazino[1,2-a]pyrimidin-9-yl)benzonitrile